ClC=1C=C(C=CC1)N1N=C(C=2C1=NC=NC2N2[C@H](CN(CC2)C(=O)OC(C)(C)C)C)C=2CCOCC2 tert-butyl (S)-4-(1-(3-chlorophenyl)-3-(3,6-dihydro-2H-pyran-4-yl)-1H-pyrazolo[3,4-d]pyrimidin-4-yl)-3-methylpiperazine-1-carboxylate